4-Amino-3-(6-biphenyl-3-ylpyridin-3-ylazo)naphthalin NC1=C(C=CC2=CC=CC=C12)N=NC=1C=NC(=CC1)C=1C=C(C=CC1)C1=CC=CC=C1